BrC=1C=C(N(N1)C1=NC=CC=C1Cl)C(=O)NC1=C(C=C(C=C1C)C(C(=O)NC)(F)F)C(N)=O 5-bromo-N-[2-carbamoyl-4-[1,1-difluoro-2-(methylamino)-2-oxo-ethyl]-6-methyl-phenyl]-2-(3-chloro-2-pyridyl)pyrazole-3-carboxamide